(2S)-2-amino-3-[5-chloro-2-(dimethylamino)phenyl]propanoic acid N[C@H](C(=O)O)CC1=C(C=CC(=C1)Cl)N(C)C